(2S,5R)-7-oxo-2-(N-((5-(trifluoromethyl) pyrimidin-2-yl) sulfonyl) formamidyl)-1,6-diazabicyclo[3.2.1]oct-6-ylsulfate O=C1N([C@@H]2CC[C@@H](N1C2)N(C=O)S(=O)(=O)C2=NC=C(C=N2)C(F)(F)F)OS(=O)(=O)[O-]